tert-butyl (4R)-4-methyl-1-[1-[2-(trifluoromethyl) phenyl] ethyl]-1H,4H,5H,6H,7H-[1,2,3]triazolo[4,5-c]pyridine-5-carboxylate C[C@H]1N(CCC2=C1N=NN2C(C)C2=C(C=CC=C2)C(F)(F)F)C(=O)OC(C)(C)C